(S)-7-methoxy-6-(1-(1-methyl-1H-tetrazol-5-yl)ethoxy)-4-(1-methyl-3-phenyl-1H-pyrazol-4-yl)pyrido[3,2-d]pyrimidine COC1=CC=2N=CN=C(C2N=C1O[C@@H](C)C1=NN=NN1C)C=1C(=NN(C1)C)C1=CC=CC=C1